(2R)-1-tert-butoxycarbonylpyrrolidine-2-carboxylic acid C(C)(C)(C)OC(=O)N1[C@H](CCC1)C(=O)O